NC1=C(C)C(=C(C(=C1CC)N)CC)CC 2,4-diamino-3,5,6-triethyltoluene